COC Di-Methylether